FC=1C=C(C(=NC1NC1=CC2=C(N(C(N2CCC(C)O)=O)C)C=C1)N1C[C@@H]([C@H]([C@@H](C1)C)F)CCO)C#N 5-Fluoro-2-[(3S,4S,5R)-4-fluoro-3-(2-hydroxyethyl)-5-methyl-1-piperidyl]-6-[[3-(3-hydroxybutyl)-1-methyl-2-oxo-benzimidazol-5-yl]amino]pyridine-3-carbonitrile